methyl 6-hydroxy-2-methylindolizine-3-carboxylate methyl-6-hydroxy-2-methylindolizine-3-carboxylate COC(=O)C1=C(C=C2C=CC(=CN12)O)C.OC1=CN2C(=C(C=C2C=C1)C)C(=O)OC